NC1=C2C=3C(=C4C(=NC3C=C1)C1=CC3=C(C(N1C4)=O)COC([C@]3(O)CC)=O)C=CS2 (S)-4-amino-9-ethyl-9-hydroxy-12,15-dihydro-13H-pyrano[3',4':6,7]indolizino[1,2-b]thiopyrano[4,3,2-de]quinoline-10,13(9H)-dione